2-[3-(3-chlorophenyl)ureido]-4-fluoro-N-methylbenzamide ClC=1C=C(C=CC1)NC(NC1=C(C(=O)NC)C=CC(=C1)F)=O